C[C@]1(C[C@]2(CN(C(O2)=O)C=2C=NC(=NC2)C(F)(F)F)CCC1)CN1C=NC2=C1C=C(C=C2)C#N 1-(((5s,7s)-7-methyl-2-oxo-3-(2-(trifluoromethyl)pyrimidin-5-yl)-1-oxa-3-azaspiro[4.5]decan-7-yl)methyl)-1H-benzo[d]imidazole-6-carbonitrile